C(C=C(C)C)CC(=O)O.C(C)(=O)OC(=C)C isopropenyl acetate (PRENYL ACETATE)